C1(CC1)COC1=CC2=C(C=3N([C@@H](CO2)C(C)C)C=C(C(C3)=O)C(=O)O)C=C1CC (R)-3-(cyclopropylmethoxy)-2-ethyl-7-isopropyl-11-oxo-6,7-dihydro-11H-benzo[f]pyrido[1,2-d][1,4]oxazepine-10-carboxylic acid